1,3-bis[2-(4-aminophenyl)-2-propylphenyl]-benzophenone NC1=CC=C(C=C1)C1(C(C=CC=C1)C1(C(=O)C2=CC=CC=C2)CC(=CC=C1)C1C(C=CC=C1)(C1=CC=C(C=C1)N)CCC)CCC